C(C)S(=O)(=O)OC1=C(C=CC=C1)NC(=O)NC1=CC=C(C=C1)OS(=O)(=O)CCC N-[2-(ethanesulfonyloxy)phenyl]-N'-[4-(propanesulfonyloxy)phenyl]urea